BrC1=NN=C(N1CCCCC)Br 3,5-dibromo-4-pentyl-1,2,4-triazole